(E)-3-tert-butyl-6-((6-chloro-2-methyl-2H-indazol-5-yl)imino)-1-(2,4,5-trifluorobenzyl)-1,3,5-triazinE-2,4-dione C(C)(C)(C)N1C(N(/C(/NC1=O)=N/C1=CC2=CN(N=C2C=C1Cl)C)CC1=C(C=C(C(=C1)F)F)F)=O